N-[5-(2-fluoro-4-formylphenyl)-1-trityl-1H-indazol-3-yl]-1-methylpiperidine-4-carboxamide FC1=C(C=CC(=C1)C=O)C=1C=C2C(=NN(C2=CC1)C(C1=CC=CC=C1)(C1=CC=CC=C1)C1=CC=CC=C1)NC(=O)C1CCN(CC1)C